ClC1=C2OC=3C=CC=C(C[C@@H]4N(C(COC(C=C1)=N2)=O)C[C@@H]([C@@H]4NS(=O)(=O)CC)F)C3F N-[(15aS,16R,17S)-7-chloro-17,20-difluoro-1-oxo-1,2,15a,16,17,18-hexahydro-15H-4,8-(azeno)-14,10-(metheno)pyrrolo[1,2-d][1,12,4]dioxazacycloheptadecin-16-yl]ethanesulfonamide